NC1CCC(CC1)CNC1=C(C=C(C(=C1)C)N1CC(OC(C1)C)C)C N-(((1r,4r)-4-aminocyclohexyl)methyl)-4-(2,6-dimethylmorpholino)-2,5-dimethylaniline